6-C-nitronaphthalene [N+](=O)([O-])C=1C=C2C=CC=CC2=CC1